C(C)(C)(C)NC(C(C)SC=1OC(=C(N1)C1=CC=CC=C1)C1=CC=CC=C1)=O N-tert-butyl-2-(4,5-diphenyloxazol-2-yl)sulfanyl-propanamide